C(C)(C)(C)OC(=O)N1CCC(CC1)C1=CC(=C(C=C1)C=1C=C2C(N(CC2=C(C1)F)C(C(NC=1SC=CN1)=O)C1=C2N(C=N1)CCC2)=O)C 4-[4-[2-[1-(6,7-dihydro-5H-pyrrolo[1,2-c]imidazol-1-yl)-2-oxo-2-(thiazol-2-ylamino)ethyl]-7-fluoro-3-oxo-isoindolin-5-yl]-3-methyl-phenyl]piperidine-1-carboxylic acid tert-butyl ester